COC=1C=C(C=C(C1OC)OC)C1=NC2=C(N1)C=C(C=C2)C(=O)N 2-(3,4,5-trimethoxyphenyl)-1H-benzo[d]imidazole-6-carboxamide